S(=O)=C1[C@H](O)C[C@H](O)[C@H](O1)CO 1,3-dideoxy-1-[(S)-sulfinyl]-β-D-glucopyranose